2-[1-[2-[1-(6-Cyano-3-pyridyl)pyrazol-4-yl]-6-methyl-4-oxo-chromen-8-yl]ethylamino]benzoic acid C(#N)C1=CC=C(C=N1)N1N=CC(=C1)C=1OC2=C(C=C(C=C2C(C1)=O)C)C(C)NC1=C(C(=O)O)C=CC=C1